C(C)(C)(C)OC(=O)N(C1=C2N=CN(C2=NC=N1)CC1=C(OCCC[C@H](C(=O)OC(C)(C)C)NC(=O)OC(C)(C)C)C=CC(=C1Cl)Cl)C(=O)OC(C)(C)C tert-butyl (R)-5-(2-((6-(bis(tert-butoxycarbonyl)amino)-9H-purin-9-yl)methyl)-3,4-dichloro phenoxy)-2-((tert-butoxycarbonyl)amino)pentanoate